(3-methylpyrrolidin-3-yl) 4-[3-(2-isopropoxy-3-pyridyl)pyrazolo[1,5-a]pyrimidin-5-yl]piperazine-1-carboxylate C(C)(C)OC1=NC=CC=C1C=1C=NN2C1N=C(C=C2)N2CCN(CC2)C(=O)OC2(CNCC2)C